1-(4-(4-(3-methoxypropoxy)phenyl)pyrimidin-2-yl)-N-(4-methyl-1-azabicyclo[3.2.2]non-4-yl)piperidine-4-carboxamide COCCCOC1=CC=C(C=C1)C1=NC(=NC=C1)N1CCC(CC1)C(=O)NC1(CCN2CCC1CC2)C